Potassium chloride salt [Cl-].[K+]